FC=1C(=NC(=NC1)NC1=CC=C(C=C1)S(=O)(=N)C)N1CC(N(C2(CC2)C1)C)=O 7-(5-fluoro-2-((4-(S-methylsulfonimidoyl)phenyl)amino)pyrimidin-4-yl)-4-methyl-4,7-diazaspiro[2.5]octan-5-one